tert-butyl (4S)-4-[3-[[6-[(2-chloro-8,8-dimethyl-6,7-dihydro-5H-quinoline-3-carbonyl)sulfamoyl]-2-pyridyl]amino]propyl]-2,2-dimethyl-pyrrolidine-1-carboxylate ClC1=NC=2C(CCCC2C=C1C(=O)NS(=O)(=O)C1=CC=CC(=N1)NCCC[C@H]1CC(N(C1)C(=O)OC(C)(C)C)(C)C)(C)C